BrC1=NC=C(C=N1)NC1=C(C=CC=C1[N+](=O)[O-])C 2-bromo-N-(2-methyl-6-nitrophenyl)pyrimidin-5-amine